(3S,4S)-4-(4-((1R,3R)-2-(bicyclo[1.1.1]pentan-1-yl)-3-methyl-2,3,4,9-tetrahydro-1H-pyrido[3,4-b]indol-1-yl)phenoxy)-1-(3-fluoropropyl)pyrrolidin-3-ol C12(CC(C1)C2)N2[C@@H](C=1NC3=CC=CC=C3C1C[C@H]2C)C2=CC=C(O[C@@H]1[C@H](CN(C1)CCCF)O)C=C2